ClC(C)O[Si](C)(C)C chlorotrimethylethoxysilane